FC(C(=O)N[C@H]1[C@@H](N(C(C1)=O)C=1C=C2C=NN(C2=CC1)C1=CN(C(C=C1)=O)C)C1=CC=C(C=C1)F)(C)F |r| racemic-trans-2,2-difluoro-N-(2-(4-fluorophenyl)-1-(1-(1-methyl-6-oxo-1,6-dihydropyridin-3-yl)-1H-indazol-5-yl)-5-oxopyrrolidin-3-yl)propanamide